(R)-6-(((1-(1-(difluoromethyl)cyclopropyl)-1H-1,2,3-triazol-4-yl)(4-methylthiazol-5-yl)methyl)amino)-4-(neopentylamino)quinoline-3,8-dicarbonitrile FC(C1(CC1)N1N=NC(=C1)[C@H](C1=C(N=CS1)C)NC=1C=C2C(=C(C=NC2=C(C1)C#N)C#N)NCC(C)(C)C)F